C(C)[C@H]1[C@H](NC([C@H]1F)=O)COC1=NC=CC2=CC(=C(C=C12)OC)C(=O)N 1-{[(2s,3s,4s)-3-ethyl-4-fluoro-5-oxopyrrolidin-2-yl]methoxy}-7-methoxyisoquinoline-6-carboxamide